tert-butyl-4-({6-[3-oxo-2-(prop-2-en-1-yl)-6-[(pyridin-3-yl)amino]-1H,2H,3H-pyrazolo[3,4-d]pyrimidin-1-yl]pyridin-2-yl}oxy)piperidine-1-carboxylate C(C)(C)(C)OC(=O)N1CCC(CC1)OC1=NC(=CC=C1)N1N(C(C=2C1=NC(=NC2)NC=2C=NC=CC2)=O)CC=C